N-((1R,2S)-2-(3,4-difluorophenyl)cyclopropyl)-2-(furan-3-yl)-6-methylthieno[2,3-d]pyrimidin-4-amine FC=1C=C(C=CC1F)[C@H]1[C@@H](C1)NC=1C2=C(N=C(N1)C1=COC=C1)SC(=C2)C